N-((R)-4-(5-(5-fluoro-2-methoxypyridin-4-yl)-1H-pyrazole-3-carbonyl)-4-azaspiro[2.5]octan-7-yl)-4-hydroxy-4-(trifluoromethyl)cyclohexane-1-carboxamide FC=1C(=CC(=NC1)OC)C1=CC(=NN1)C(=O)N1C2(CC2)C[C@@H](CC1)NC(=O)C1CCC(CC1)(C(F)(F)F)O